N1(N=CC=C1)C1=CC=C(C=N1)NC(=O)[C@@H]1CC12CCN(CC2)C(=O)[O-] (R)-1-((6-(1H-pyrazol-1-yl)pyridin-3-yl)carbamoyl)-6-azaspiro[2.5]octane-6-carboxylate